[2H]C(C(C(CC1=CC=CC=C1)N)(C([2H])([2H])[2H])C([2H])([2H])[2H])([2H])[2H] 4,4,4-Trideuterio-1-phenyl-3,3-bis(trideuteriomethyl)butan-2-amine